((2,6-Dimethylpyrimidin-4-yl)amino)-4-((1-ethyl-4-fluoro-7-methoxy-1H-indazol-6-yl)amino)-N-(methyl-d3)nicotinamide CC1=NC(=CC(=N1)NC1=C(C(=O)NC([2H])([2H])[2H])C(=CC=N1)NC1=CC(=C2C=NN(C2=C1OC)CC)F)C